O1C(=NC=C1)S(=O)(=O)C1=NC=CC=C1 oxazolesulphonyl-pyridine